1-(4-(2,2-difluoroethoxy)pyrimidin-2-yl)-3,3-dimethyl-N-(4-methyl-1,1-dioxidotetrahydro-2H-thiopyran-4-yl)-2-oxoindoline-5-carboxamide FC(COC1=NC(=NC=C1)N1C(C(C2=CC(=CC=C12)C(=O)NC1(CCS(CC1)(=O)=O)C)(C)C)=O)F